BrC1=C(C=NN1C)C=1C=C2CN(C(C2=CC1)=O)C1C(NC(CC1)=O)=O 3-[5-(5-bromo-1-methyl-pyrazol-4-yl)-1-oxo-isoindolin-2-yl]piperidine-2,6-dione